3-bromo-5-chloro-N,N-diethyl-2-methylaminobenzamide BrC=1C(=C(C(=O)N(CC)CC)C=C(C1)Cl)NC